C1(CC1)=C1C(C=C(C(=O)O)C=C1)OCCF 4-cyclopropylYl-3-(2-Fluoroethoxy)benzoic acid